monoisopropylamine C(C)(C)N